P(=O)([O-])([O-])OC1=C(C=C(C=C1C(C)(C)C)C(C)(C)C)CC1=C(C(=CC(=C1)C(C)(C)C)C(C)(C)C)O.[Al+3].C(C1=C(C(=CC(=C1)C(C)(C)C)C(C)(C)C)OP(=O)([O-])[O-])C1=C(C(=CC(=C1)C(C)(C)C)C(C)(C)C)O.C(C1=C(C(=CC(=C1)C(C)(C)C)C(C)(C)C)OP(=O)([O-])[O-])C1=C(C(=CC(=C1)C(C)(C)C)C(C)(C)C)O.[Al+3] aluminum 2,2'-methylene-bis(4,6-di-tert-butylphenol) phosphate